CC=1C(=NC(=NC1C(F)(F)F)SC)C=1C=NN(C1)CC(=O)N1CCN(CC1)C(=O)OC(C)(C)C tert-butyl 4-[2-[4-[5-methyl-2-methylsulfanyl-6-(trifluoromethyl)pyrimidin-4-yl]pyrazol-1-yl]acetyl]piperazine-1-carboxylate